C[C@H]1CN(C[C@H](N1)C)C1=CC=C(C=2N=CC=NC12)C(=O)NC=1C=C(C=2N(C1)C=C(N2)C#C)F 8-[(3S,5R)-3,5-dimethylpiperazin-1-yl]-N-(2-ethynyl-8-fluoro-imidazo[1,2-a]pyridin-6-yl)quinoxaline-5-carboxamide